2-(4-aminopiperidin-1-yl)-6-(((1-(2,3-dihydroxypropyl)-1H-pyrazol-4-yl)methyl)thio)-4-ethylpyridine-3,5-dicarbonitrile NC1CCN(CC1)C1=NC(=C(C(=C1C#N)CC)C#N)SCC=1C=NN(C1)CC(CO)O